NC=1C(NC2=C3C=CC=NC3=C(C=C2C1C1=C2C=NNC2=C(C=C1)F)C1CCN(CC1)C)=O 3-amino-4-(7-fluoro-1H-indazol-4-yl)-6-(1-methylpiperidin-4-yl)-1H-1,7-phenanthrolin-2-one